tert-butyl (3S)-3-[5-bromo-6-[2-cyano-3-[[ethyl(methyl)sulfamoyl]amino]-6-fluoro-phenoxy]-4-oxo-quinazolin-3-yl]-1-oxa-8-azaspiro[4.5]decane-8-carboxylate BrC1=C2C(N(C=NC2=CC=C1OC1=C(C(=CC=C1F)NS(N(C)CC)(=O)=O)C#N)[C@@H]1COC2(C1)CCN(CC2)C(=O)OC(C)(C)C)=O